N-aminopropyl-2-aminopropyl-ethoxysilane NCCCNC(C[SiH2]OCC)C